N-((3R,4S)-1-(7-(8-ethynyl-3-hydroxynaphthalen-1-yl)-8-fluoro-2-((tetrahydro-1H-pyrrolizin-7a(5H)-yl)methoxy)pyrido[4,3-d]pyrimidin-4-yl)-4-hydroxy-4-methylazepan-3-yl)acrylamide C(#C)C=1C=CC=C2C=C(C=C(C12)C1=C(C=2N=C(N=C(C2C=N1)N1C[C@H]([C@@](CCC1)(C)O)NC(C=C)=O)OCC12CCCN2CCC1)F)O